C(CCCC)C=1NC(=CC1)CCCCC 2,5-di-n-pentylpyrrole